FC=1C=C(C=CC1)CN1C(CCC1=O)CC(=O)OC methyl 2-[1-[(3-fluorophenyl)methyl]-5-oxopyrrolidin-2-yl]acetat